ClC1=CC=C(S1)CNC1=CC(=NN1C(C(CO)(C)C)=O)C=1C(N(C=CC1)CCC(=O)O)=O 3-[3-(5-{[(5-chlorothiophen-2-yl)methyl]amino}-1-(3-hydroxy-2,2-dimethylpropanoyl)-1H-pyrazol-3-yl)-2-oxo-1,2-dihydropyridin-1-yl]propanoic acid